S1C(C=CC=CC=C1)C(=O)O.C1(=CC=CC=C1)P(C1=CC=CC=C1)C1=CC=CC=C1 triphenylphosphine thiocineate